C1(CC1)C1=NC=NC(=C1C1=NC=C2C(=N1)N(N=C2)C2OCCCC2)OC 6-(4-Cyclopropyl-6-methoxypyrimidin-5-yl)-1-(tetrahydro-2H-pyran-2-yl)-1H-pyrazolo[3,4-d]pyrimidine